8-chloro-4-[N-(2,2-difluoroethyl)-3-fluoro-5-iodo-anilino]-6-fluoro-1H-quinazolin-2-one ClC=1C=C(C=C2C(=NC(NC12)=O)N(C1=CC(=CC(=C1)I)F)CC(F)F)F